Sulfur trifluoride [S](F)(F)F